FC(CC1CCC(CC1)C(=O)O)(F)F 4-(2,2,2-trifluoroethyl)cyclohexane-1-carboxylic acid